6-[8-(hydroxymethyl)-2-methyl-imidazo[1,2-b]pyridazin-6-yl]-2-(4-piperidyl)isoquinolin-1-one OCC=1C=2N(N=C(C1)C=1C=C3C=CN(C(C3=CC1)=O)C1CCNCC1)C=C(N2)C